FC(CN1N=CC=2C1=NC(=CN2)N2[C@@H]1[C@H](CC2)CN(C1)C1=NC(=CC=C1)C(F)(F)F)F [(3aR,6aR)-1-[1-(2,2-difluoroethyl)-1H-pyrazolo[3,4-b]pyrazin-6-yl]-octahydropyrrolo[3,4-b]pyrrol-5-yl]-6-(trifluoromethyl)pyridine